5'-chloro-1'-(4-methoxybenzyl)-1',2'-dihydrospiro[azetidine-3,3'-pyrrolo[2,3-b]pyridine] ClC=1C=C2C(=NC1)N(CC21CNC1)CC1=CC=C(C=C1)OC